CC=1C=NN(C1)C1CCN(CC1)C(=O)OC(C)(C)C tert-Butyl 4-(4-methyl-1H-pyrazol-1-yl)piperidine-1-carboxylate